(Z,Z,Z)-6,9,12-Heptadecatriene CCCCC\C=C/C\C=C/C\C=C/CCCC